2-{3-[(5-fluoro-2-methoxyphenyl)-amino]prop-1-yn-1-yl}-N-(1-methylpiperidin-4-yl)-1-(2,2,2-trifluoroethyl)-1H-indol-4-amine FC=1C=CC(=C(C1)NCC#CC=1N(C=2C=CC=C(C2C1)NC1CCN(CC1)C)CC(F)(F)F)OC